[Cl-].[Cl-].[Cl-].[Cl-].[Cl-].[Nb+5] niobium(V) pentachloride